FC1(CCN(CC1)C(CCCCCCSC1=C2CN(C(C2=CC=C1F)=O)C1C(NC(CC1)=O)=O)=O)F 3-(4-((7-(4,4-difluoropiperidin-1-yl)-7-oxoheptyl)thio)-5-fluoro-1-oxoisoindolin-2-yl)piperidine-2,6-dione